naphthyl-propyne C1(=CC=CC2=CC=CC=C12)C#CC